N1(CCCC1)C1=NC2=CC=CC=C2C=C1 (1-pyrrolidinyl)-quinoline